3-{7,8-dimethyl-2,4-dioxo-2H,3H,4H,10H-benzo[g]pteridin-10-yl}propanenitrile CC=1C(=CC2=C(N=C3C(NC(N=C3N2CCC#N)=O)=O)C1)C